trans-butadiene C=CC=C